CN(C1=CC(=NC=N1)C1=CC=2C=NC(=CC2N1)NC1CCOCC1)CC(F)(F)F 2-(6-(Methyl(2,2,2-trifluoroethyl)amino)pyrimidin-4-yl)-N-(tetrahydro-2H-pyran-4-yl)-1H-pyrrolo[3,2-c]pyridin-6-amine